Methyl (S)-4-(4-methoxybenzyl)-2-methyl-2,3,4,5-tetrahydrobenzo[f][1,4]oxazepine-8-carboxylate COC1=CC=C(CN2C[C@@H](OC3=C(C2)C=CC(=C3)C(=O)OC)C)C=C1